BrC=1N(C(=C(N1)[N+](=O)[O-])CO)C (2-bromo-1-methyl-4-nitro-1H-imidazol-5-yl)methanol